Cl.C(=O)CCP(CCC=O)CCC=O tris-(2-formyl-ethyl)phosphine hydrochloride